1-oxaspiro[2.5]octa-4,7-dien-6-one O1CC12C=CC(C=C2)=O